tert-butyl 4-{1-[17-(4-nitrophenoxy)-3,6,9,12,15-pentaoxaheptadecan-1-yl]piperidin-4-yl}piperazine-1-carboxylate [N+](=O)([O-])C1=CC=C(OCCOCCOCCOCCOCCOCCN2CCC(CC2)N2CCN(CC2)C(=O)OC(C)(C)C)C=C1